difluoro bisoxalate sodium phosphate P(=O)([O-])(O)O.[Na+].C(C(=O)O)(=O)OF.C(C(=O)O)(=O)OF